(R)-2-((1H-pyrrolo[2,3-b]pyridin-5-yl)oxy)-4-(2-(4-(3,4-dimethoxybenzyl)-2-(2-isopropylphenyl)piperazin-1-yl)-7-azaspiro[3.5]nonan-7-yl)benzoic acid N1C=CC=2C1=NC=C(C2)OC2=C(C(=O)O)C=CC(=C2)N2CCC1(CC(C1)N1[C@@H](CN(CC1)CC1=CC(=C(C=C1)OC)OC)C1=C(C=CC=C1)C(C)C)CC2